N,N-dimethyl-2-((2-(((1s,4s)-4-((3-(methylsulfonamido)-7-morpholino-1,6-naphthyridin-5-yl)oxy)cyclohexyl)amino)pyrimidin-5-yl)oxy)acetamide CN(C(COC=1C=NC(=NC1)NC1CCC(CC1)OC1=C2C=C(C=NC2=CC(=N1)N1CCOCC1)NS(=O)(=O)C)=O)C